tertbutyl (4-(1-methyl-5-(3-(3-(trifluoromethyl)-3H-diazirin-3-yl)benzamido)-1H-pyrazol-3-yl)phenyl)carbamate CN1N=C(C=C1NC(C1=CC(=CC=C1)C1(N=N1)C(F)(F)F)=O)C1=CC=C(C=C1)NC(OC(C)(C)C)=O